O=C(CCCCCCCC(=O)O)OC(C)CCCCCCCCC 9-oxo-9-(undecan-2-yloxy)nonanoic acid